1-(methyl-d3)-3-(((3S,4R)-4-((tert-butyldiphenylsilyl)oxy)tetrahydrofuran-3-yl)oxy)-4-nitro-1H-pyrazole C(N1N=C(C(=C1)[N+](=O)[O-])O[C@H]1COC[C@H]1O[Si](C1=CC=CC=C1)(C1=CC=CC=C1)C(C)(C)C)([2H])([2H])[2H]